C(N)(=O)C=1N(C2=CC=CC=C2C1CN(C(OCC1=CC=CC=C1)=O)C1CCC1)CC1=CC=C(C=C1)C Benzyl {[2-carbamoyl-1-(4-methylbenzyl)-1H-indol-3-yl]methyl}cyclobutylcarbamate